6,N'-dimethylpseudouridine CC1=C([C@H]2[C@H](O)[C@H](O)[C@@H](CO)O2)C(N(C(N1)=O)C)=O